O=C1NC(CC[C@@H]1N1C(C2=CC=C(C=C2C1=O)NCC(=O)N1CCC(CC1)CN1CCC(CC1)CNC1=C2N=CN(C2=NC=N1)C1CC(C1)NC(CC1=CC=CC=C1)=O)=O)=O N-((1s,3s)-3-(6-(((1-((1-((2-(2,6-dioxopiperidin-3-yl)-1,3-dioxoisoindolin-5-yl)glycyl)piperidin-4-yl)methyl)piperidin-4-yl)methyl)amino)-9H-purin-9-yl)cyclobutyl)-2-phenylacetamide